CC(C(=O)OC=1C(=NN(C(C1C1=C(C(=CC=C1F)Cl)\C=C\C1=CC(=C(C=C1)C(N(C)CC)=O)F)=O)C)C)C [5-[3-chloro-2-[(E)-2-[4-[ethyl(methyl)carbamoyl]-3-fluoro-phenyl]vinyl]-6-fluoro-phenyl]-1,3-dimethyl-6-oxo-pyridazin-4-yl] 2-methylpropanoate